ethylbis(trifluoromethyl)phosphine C(C)P(C(F)(F)F)C(F)(F)F